2-Hexyldecyl-6-bromohexanoate C(CCCCC)C(COC(CCCCCBr)=O)CCCCCCCC